C(C)OC(=O)C=1O[C@@]([C@H](C1C1=C(C(=C(C=C1)F)F)OC)C)(C)C(F)F |r| rac-(4S,5R)-3-(3,4-difluoro-2-methoxyphenyl)-5-(difluoromethyl)-4,5-dimethyl-4,5-dihydrofuran-2-carboxylic acid ethyl ester